F[C@@H]1[C@@H](C1)C(=O)NC=1N=C2N(C=C(C=C2)C2=C(C=C3C=CNC3=C2)C)C1 (1s,2s)-2-fluoro-N-(6-(5-methyl-1H-indol-6-yl)imidazo[1,2-a]pyridin-2-yl)cyclopropanecarboxamide